CCCCCC/C=C/CCCCCCCC(=O)OC[C@H](COP(=O)([O-])OCC[N+](C)(C)C)OC(=O)CCCCCCC/C=C/CCCCCC The molecule is a phosphatidylcholine 32:2 in which the acyl group at both positions 1 and 2 is (9E)-hexadecenoyl respectively. It has a role as a mouse metabolite.